5-(2-Fluoro-6-methylphenyl)-3-(2-methylisoindolin-5-yl)-1H-pyrazolo[4,3-c]pyridazin-6(5H)-on FC1=C(C(=CC=C1)C)N1N=C2C(=CC1=O)NN=C2C=2C=C1CN(CC1=CC2)C